2-(2-chloropyridin-4-yl)-N4-isopropyl-6-phenyl-1,3,5-triazine-2,4-diamine ClC1=NC=CC(=C1)C1(NC(=NC(=N1)NC(C)C)C1=CC=CC=C1)N